S(=O)(=O)(O)O.CC=1C(=CC=C(C1)N)N TOLUENE-2,5-DIAMINE SULFATE